CCCCCCCCCCCC=CC=CC=CC(=O)O octadecatrienic acid